C(C)(C)(C)[Si](C1=CC=CC=C1)(C1=CC=CC=C1)OC1CC(C(C1)Br)Br tert-butyl-((3,4-dibromocyclopentyl)oxy)diphenyl-silane